2-[[4-[5-isobutyl-2-(2H-tetrazol-5-yl)-phenyl]piperazin-1-yl]methyl]-3H-quinazolin-4-one C(C(C)C)C=1C=CC(=C(C1)N1CCN(CC1)CC1=NC2=CC=CC=C2C(N1)=O)C=1N=NNN1